BrC1=C(C(=CC=C1)Br)I 2,6-dibromo-iodobenzene